tert-Butyl 4-[3-[2-[(5-methyltetrazol-2-yl)methyl]-4-(trifluoromethyl)phenyl]propanoyl]piperazine-1-carboxylate CC=1N=NN(N1)CC1=C(C=CC(=C1)C(F)(F)F)CCC(=O)N1CCN(CC1)C(=O)OC(C)(C)C